C(C)(S)S ETHANE-1,1-DITHIOL